sodium bissalicylate C(C=1C(O)=CC=CC1)(=O)[O-].C(C=1C(O)=CC=CC1)(=O)[O-].[Na+].[Na+]